4-(2-ethoxy-2-oxoethyl)-4-methylpyrrolidine-1-carboxylic acid tert-butyl ester C(C)(C)(C)OC(=O)N1CCC(C1)(C)CC(=O)OCC